Dinonyl-1,2-ethylenediamine C(CCCCCCCC)NCCNCCCCCCCCC